[O-]CC.[O-]CC.[Sn+2] tin(II) diethoxide